N-(methyl-d3)-6-[[1-(trifluoromethyl)cyclopropanecarbonyl]amino]pyridine-3-carboxamide C(NC(=O)C=1C=NC(=CC1)NC(=O)C1(CC1)C(F)(F)F)([2H])([2H])[2H]